ClC=1C=NC=C(C1[C@@H](C)OC=1C=C2C(=NN(C2=CC1)C1OCCCC1)I)Cl 5-((R)-1-(3,5-dichloropyridin-4-yl)ethoxy)-3-iodo-1-(tetra-hydro-2H-pyran-2-yl)-1H-indazole